BrC1=NC(=C(C=2N=C(N=C(C21)OC)SCC)F)Cl 5-bromo-7-chloro-2-(ethylsulfanyl)-8-fluoro-4-methoxypyrido[4,3-d]pyrimidine